methyl 2-[1-(6-chloro-3-methyl-2-morpholino-4-oxo-quinazolin-8-yl)ethylamino]benzoate ClC=1C=C2C(N(C(=NC2=C(C1)C(C)NC1=C(C(=O)OC)C=CC=C1)N1CCOCC1)C)=O